N1CC(C1)OC1=CC(=C(C(=C1)F)[C@H]1N([C@@H](CN2C1=CC=1C=CC=CC21)C)CC(F)(F)F)F (1R,3R)-1-(4-(azetidin-3-yloxy)-2,6-difluorophenyl)-3-methyl-2-(2,2,2-trifluoroethyl)-1,2,3,4-tetrahydropyrazino[1,2-a]indole